CC1=C(NC(=C1)C)\C=C\1/C(N(C2=CC(=CC=C12)NC(C1=CN=CC=C1)=O)CC1=NC=CC=C1)=O (Z)-N-(3-((3,5-dimethyl-1H-pyrrol-2-yl)methylene)-2-oxo-1-(pyridin-2-ylmethyl)indol-6-yl)nicotinamide